ClC1=CC=C(C(=N1)S(=O)(=O)OC1=C(C(=C(C(=C1F)F)F)F)F)O[C@H](C)C=1C=C(C=C2C(C(=C(OC12)C=1C=NC=CC1)C)=O)C (2,3,4,5,6-Pentafluorophenyl) 6-chloro-3-[(1R)-1-[3,6-dimethyl-4-oxo-2-(3-pyridyl)chromen-8-yl]ethoxy]pyridine-2-sulfonate